3-(1H-pyrazol-4-yl)-5-(8-(pyrrolidin-2-yl)isochroman-6-yl)pyridine-2-amine N1N=CC(=C1)C=1C(=NC=C(C1)C=1C=C2CCOCC2=C(C1)C1NCCC1)N